2-(7-chloroimidazo[1,5-a]pyridin-1-yl)-N-(6-(((6-cyclopropylimidazo[1,2-a]pyridin-2-yl)methyl)amino)-2-(2-methoxyethoxy)pyrimidin-4-yl)acetamide ClC1=CC=2N(C=C1)C=NC2CC(=O)NC2=NC(=NC(=C2)NCC=2N=C1N(C=C(C=C1)C1CC1)C2)OCCOC